BrC=1C(=C2C(=NC1)N(C=C2)COCC[Si](C)(C)C)N[C@H]2CN(CCC2)C(=O)OC(C)(C)C tert-butyl (R)-3-((5-bromo-1-((2-(trimethylsilyl)ethoxy)methyl)-1H-pyrrolo[2,3-b]pyridin-4-yl)amino)piperidine-1-carboxylate